C(C1=CC=CC=C1)N[C@@H](CC1=CNC=N1)C(=O)[O-] benzyl-L-histidinate